ClC1=NC(=C2C(=N1)N(N=C2)[C@H]2[C@@H]([C@@H]([C@H](O2)COC(C(=O)O)CC(COC)P(=O)(O)O)O)O)NC2CCCC2 (((2R,3S,4R,5R)-5-(6-chloro-4-(cyclopentylamino)-1H-pyrazolo[3,4-d]pyrimidin-1-yl)-3,4-dihydroxytetrahydrofuran-2-yl)methoxy)-5-methoxy-4-phosphonopentanoic acid